COC1=CC=C(CN2N=CC=3C(CC(CC23)C)=O)C=C1 1-(4-methoxybenzyl)-6-methyl-1,5,6,7-tetrahydro-4H-indazol-4-one